C(CCC)CC(CC(C=O)=O)C 5-butyl-4-methyl-oxopentan-2-one